benzyl 3-(2,2,2-trifluoro-1-((4-(4-morpholino-7-((2-(trimethylsilyl)ethoxy)methyl)-7H-pyrrolo[2,3-d]pyrimidin-6-yl)phenyl)amino)ethyl)azetidine-1-carboxylate FC(C(NC1=CC=C(C=C1)C1=CC2=C(N=CN=C2N2CCOCC2)N1COCC[Si](C)(C)C)C1CN(C1)C(=O)OCC1=CC=CC=C1)(F)F